CC=1C=C2C(=NC=NC2=CC1)N1CC=2C=C(C=NC2CC1)N1C2=C(OCC1)N=CC=C2 1-[6-(6-methylquinazolin-4-yl)-7,8-dihydro-5H-1,6-naphthyridin-3-yl]-2,3-dihydropyrido[2,3-b][1,4]oxazine